O=C1N(C(C=C1)=O)CCCC(=O)N[C@@H](CCC(NCCOCCOCCOCCOCCOCCOCCOCCOC)=O)C(NCCCC(=O)OC(C)(C)C)=O tert-butyl (S)-30-(4-(2,5-dioxo-2,5-dihydro-1H-pyrrol-1-yl) butanamido)-27,31-dioxo-2,5,8,11,14,17,20,23-octaoxa-26,32-diazahexatriacontan-36-oate